FC1=CC=C(C=C1)N1N=CC2=CC(=CC=C12)N1C[C@H](N(CC1)S(=O)(=O)C=1C=NN(C1)C)CC(C)C (R)-1-(4-fluorophenyl)-5-(3-isobutyl-4-((1-methyl-1H-pyrazol-4-yl)sulfonyl)piperazin-1-yl)-1H-indazole